C(C)(=O)ON=C(C=CC=1SC=CC1)C1=CC=CC=C1 1-phenyl-3-(thiophen-2-yl)prop-2-en-1-one O-acetyloxime